C(C)C1=C(C=CC=C1)NC(C(=O)NC1=C(C=CC=C1)OCC)=O N-(2-ethylphenyl)-N'-(2-ethoxy-phenyl)oxalic diamide